2-(AZETIDIN-1-YL)-2-OXOACETIC ACID N1(CCC1)C(C(=O)O)=O